CC1=C(C=CC=C1)NC1=CC=C(C=C1)NC1=C(C=CC=C1)C bis(methyl-phenyl)-1,4-phenylenediamine